(R)-2-Amino-N-((S)-1-((5-cyano-2-hydroxybenzyl)amino)-1-oxopropan-2-yl)-4-phenylbutanamide Trifluoroacetate salt FC(C(=O)O)(F)F.N[C@@H](C(=O)N[C@H](C(=O)NCC1=C(C=CC(=C1)C#N)O)C)CCC1=CC=CC=C1